CC1=CC(=CC(=N1)NC(=O)C1=C(C(=O)O)C=C(C=C1)C(F)(F)F)C(NC)=O 2-((6-Methyl-4-(methylcarbamoyl)pyridin-2-yl)carbamoyl)-5-(trifluoromethyl)benzoic acid